[I-].COC1=CC=C(/C=C/C2=CC=[N+](C=C2)C)C=C1 (E)-4-(4-methoxystyryl)-1-methylpyridin-1-ium iodide